C(C1=CC=CC=C1)N1C(C2=CC=CC=C2C=C1)=O 2-benzylisoquinolin-1(2H)-one